(2S)-2-(tert-butoxycarbonylamino)-3-oxazol-2-yl-propanoic acid C(C)(C)(C)OC(=O)N[C@H](C(=O)O)CC=1OC=CN1